BrC1=CC2=C(OCCC[C@@H]2C2=CC=CC=C2)C(=C1)NC(=O)NC1=CC=C(C=C1)C |r| (+/-)-1-(7-bromo-5-phenyl-2,3,4,5-tetrahydrobenzo[b]oxepin-9-yl)-3-(p-tolyl)urea